C(#N)C1=C(C(=CC=C1)CO)C=1C=C(OC(C1OCCOC)=O)C(=O)NC=1SC(=NN1)N1N=CC=C1NC(C)=O 4-[2-cyano-6-(hydroxymethyl)phenyl]-N-[5-(5-acetamidopyrazol-1-yl)-1,3,4-thiadiazol-2-yl]-5-(2-methoxyethoxy)-6-oxopyran-2-carboxamide